CS(=O)(=O)[O-].C(CCCCCCCCCCC)[NH+]1CC(CCC1)CC 1-Dodecyl-3-ethylpiperidinium methansulfonat